BrC1=C(C=C(C=C1I)OC)F 2-bromo-1-fluoro-3-iodo-5-methoxybenzene